C1(CCCC1)C[C@H](C1CC1)NC(=O)[C@@H]1NCC2=CC(=CC=C2C1)O (3R)-N-[(1R)-2-cyclopentyl-1-cyclopropylethyl]-7-hydroxy-1,2,3,4-tetrahydroisoquinoline-3-carboxamide